C(=C)P([O-])([O-])=O E-vinyl-phosphonate